FC1=CC=CC2=C1N=C(S2)NC=2SC1=C(N2)C(=CC=C1)OC 4-fluoro-N-(4-methoxybenzo[d]thiazol-2-yl)benzo[d]thiazol-2-amine